N-(6-(4-chloro-3-fluoro-2-(hydroxymethyl)phenyl)imidazo[1,2-a]pyridin-2-yl)cyclopropanecarboxamide ClC1=C(C(=C(C=C1)C=1C=CC=2N(C1)C=C(N2)NC(=O)C2CC2)CO)F